4-(2-(ethyl-(isopropyl)amino)-6-isopropylpyrimidine-4-amido)benzoic acid C(C)N(C1=NC(=CC(=N1)C(=O)NC1=CC=C(C(=O)O)C=C1)C(C)C)C(C)C